CSC=1C=C(OC2=C3C=CC(NC3=NC=C2)=O)C=CC1[N+](=O)[O-] 5-(3-(methylthio)-4-nitrophenoxy)-1,8-naphthyridin-2(1H)-one